((1R,3s,5S)-8-(3-(3,4-dichloro-2-methyl-2H-indazol-5-yl)-4-cyano-1H-pyrazolo[3,4-d]pyrimidin-6-yl)-8-azabicyclo[3.2.1]oct-3-yl)carbamate ClC=1N(N=C2C=CC(=C(C12)Cl)C1=NNC2=NC(=NC(=C21)C#N)N2[C@H]1CC(C[C@@H]2CC1)NC([O-])=O)C